tert-butyl 4-(((6-bromo-4-iodopyridin-3-yl)oxy)methyl)piperidine-1-carboxylate BrC1=CC(=C(C=N1)OCC1CCN(CC1)C(=O)OC(C)(C)C)I